4-(5-cyclopropyl-1H-pyrazol-3-yl)-6-methoxy-N2-(2-methoxyethyl)-7-(3-(pyrrolidin-1-yl)propoxy)quinazoline-2,4-diamine C1(CC1)C1=CC(=NN1)C1(NC(=NC2=CC(=C(C=C12)OC)OCCCN1CCCC1)NCCOC)N